3-(((7-(2-aminopyrimidin-4-yl)-2,3-dihydrofuro[3,2-c]pyridin-4-yl)amino)methyl)-N-(5-((1R,4R)-5-methyl-2,5-diazabicyclo[2.2.1]heptan-2-yl)pyridin-2-yl)benzamide NC1=NC=CC(=N1)C=1C2=C(C(=NC1)NCC=1C=C(C(=O)NC3=NC=C(C=C3)N3[C@H]4CN([C@@H](C3)C4)C)C=CC1)CCO2